C(C)(=O)N1CC(CC1)C=1N(C2=CC=CC(=C2C1C1=C(C(=O)O)C=CC=C1)O)C1=CC=C(C=C1)F [2-(1-acetylpyrrolidin-3-yl)-1-(4-fluorophenyl)-4-hydroxy-indol-3-yl]benzoic acid